Cl.C(C)(C)(C)NC1CN(CC1)C=1SC2=C(N1)SC(=N2)N2C(C=C(C=C2)C=2C=NNC2)=O 1-{5-[3-(Tert-butylamino)pyrrolidin-1-yl][1,3]thiazolo[5,4-d][1,3]thiazol-2-yl}-4-(1H-pyrazol-4-yl)pyridin-2(1H)-on Hydrochlorid